C(C)OC(C)(C1=CC=C(C=C1)C=1C=NC2=CC=CC=C2C1)C1CCN(CC1)C(CC)=O 4-[1-ethoxy-1-(4-quinolin-3-yl-phenyl)-ethyl]-piperidin-1-yl-propan-1-one